C(C)(C)(C)C1=NN(C(=C1Br)C)C([2H])([2H])[2H] tert-butyl-4-bromo-5-methyl-1-(methyl-d3)-1H-pyrazole